C1(CC1)C1=C(C(=NO1)C1=C(C=CC=C1Cl)Cl)COC1CCN(CC1)C1=NC=C(C=N1)C1=NOC(N1)=O 3-(2-(4-((5-cyclopropyl-3-(2,6-dichlorophenyl)isoxazol-4-yl)methoxy)piperidin-1-yl)pyrimidin-5-yl)-1,2,4-oxadiazol-5(4H)-one